C(C)(C)(C)OC(=O)N1C[C@H](OC[C@@H]1C1=C(C=C(C=C1)Br)C)C (2r,5s)-5-(4-bromo-2-methylphenyl)-2-methylmorpholine-4-carboxylic acid tert-butyl ester